2-[(2S,4R)-4-hydroxy-1-[2-(3-methoxy-1,2-oxazol-5-yl)-3-methylbutyryl]pyrrolidin-2-yl]-N-methyl-N-[[4-(4-methyl-1,3-thiazol-5-yl)phenyl]methyl]-1H-imidazole-4-carboxamide O[C@@H]1C[C@H](N(C1)C(C(C(C)C)C1=CC(=NO1)OC)=O)C=1NC=C(N1)C(=O)N(CC1=CC=C(C=C1)C1=C(N=CS1)C)C